C(C)(C)(C)OC(CCCCCCCCCCCCCCCCC(=O)N[C@@H](CCC(=O)ON1C(CCC1=O)=O)C(=O)OC(C)(C)C)=O 1-tert-butyl 5-(2,5-dioxopyrrolidin-1-yl) N-(18-tert-butoxy-18-oxooctadecanoyl)-L-glutamate